ethyl 1-(3-((4-ethylphenyl)sulfonyl)-6-(trifluoromethoxy)quinolin-4-yl)piperidine-4-carboxylate C(C)C1=CC=C(C=C1)S(=O)(=O)C=1C=NC2=CC=C(C=C2C1N1CCC(CC1)C(=O)OCC)OC(F)(F)F